NC1=C(C=C(C=C1)Br)C(C)=O 1-(2-amino-5-bromophenyl)ethanone